(S)-TERT-BUTYL 6'-CHLORO-5-(((1S,2S)-2-((S)-1-HYDROXYBUT-3-EN-1-YL)-2-METHYLCYCLOBUTYL)METHYL)-3',4,4',5-TETRAHYDRO-2H,2'H-SPIRO[BENZO[B][1,4]OXAZEPINE-3,1'-NAPHTHALENE]-7-CARBOXYLATE ClC=1C=C2CCC[C@]3(C2=CC1)CN(C1=C(OC3)C=CC(=C1)C(=O)OC(C)(C)C)C[C@@H]1[C@@](CC1)(C)[C@H](CC=C)O